2-amino-3-hydroxy-1,6-hexanedicarboxylic acid NC(CC(=O)O)C(CCCC(=O)O)O